tert-butyl (1-((4-(2-aminobenzo[d]thiazol-4-yl)-2-(N,N-bis(4-methoxybenzyl)sulfamoyl)-3-(2-(4-methoxybenzyl)-2H-tetrazol-5-yl)phenyl)sulfonyl)-2-methylpropan-2-yl)carbamate NC=1SC2=C(N1)C(=CC=C2)C2=C(C(=C(C=C2)S(=O)(=O)CC(C)(C)NC(OC(C)(C)C)=O)S(N(CC2=CC=C(C=C2)OC)CC2=CC=C(C=C2)OC)(=O)=O)C=2N=NN(N2)CC2=CC=C(C=C2)OC